N1=C(C=CC=C1)CN(CC1=NC=CC=C1)CC1=CC=CC(=N1)C1=NC(=CC=C1)CN(CC1=NC=CC=C1)CC1=NC=CC=C1 6,6'-bis[[bis(2-pyridylmethyl)amino]methyl]-2,2'-bipyridine